N-(2-cyano-3'-fluoro-5'-methoxybiphenyl-3-yl)-4,5,6,7-tetrahydro[1,3]thiazolo[5,4-c]pyridine-2-carboxamide C(#N)C1=C(C=CC=C1NC(=O)C=1SC=2CNCCC2N1)C1=CC(=CC(=C1)OC)F